OC1=CC=C(C=C1)C1(CC(CC(C1)C)(C)C)C1=CC=C(C=C1)O Bis-(4-hydroxyphenyl)-3,3,5-trimethylcyclohexan